ClC=1C=C(C=CC1F)C(C)=O 1-(3-chloro-4-fluorophenyl)ethan-1-one